FC1=C(N)C(=CC(=C1F)F)[N+](=O)[O-] 2,3,4-trifluoro-6-nitroaniline